S1C(=NC2=C1C=CC=C2)NC2=C(C1=C(N=N2)N(CCC1)C=1SC=C(N1)C(=O)O)C (3-(benzo[d]thiazol-2-ylamino)-4-methyl-6,7-dihydropyrido[2,3-c]pyridazin-8(5H)-yl)thiazole-4-carboxylic acid